4-(2-Fluoro-6-methoxyphenoxy)benzaldehyde FC1=C(OC2=CC=C(C=O)C=C2)C(=CC=C1)OC